(Z)-tetradec-7-en-1-al C(CCCCC\C=C/CCCCCC)=O